ClC1=C(C=C2CCCOC2=C1C=1CCC(N(CC1)C(=O)OC(C)(C)C)C)NC1=NC(=CC(=N1)C)NC tert-butyl 5-[7-chloro-6-[[4-methyl-6-(methylamino) pyrimidin-2-yl] amino] chroman-8-yl]-2-methyl-2,3,4,7-tetrahydroazepine-1-carboxylate